C(C)(C)(C)OC(\C(=C/N(C)C)\C(C1=C(N=CC(=C1)Br)F)=O)=O.COC1=C(C=C(C=C1)C(=C)C1=CC=CC=C1)OC 1,2-dimethoxy-4-(1-phenylvinyl)benzene Tert-butyl-(Z)-2-(5-bromo-2-fluoronicotinoyl)-3-(dimethylamino)acrylate